2-methyl-6-(6-(((1S,3S)-3-((7-(trifluoromethyl)-[1,2,4]triazolo[1,5-a]pyridin-2-yl)amino)cyclopentyl)amino)pyridin-3-yl)-5,6-dihydro-7H-pyrrolo[3,4-b]pyridin-7-one CC1=CC=C2C(=N1)C(N(C2)C=2C=NC(=CC2)N[C@@H]2C[C@H](CC2)NC2=NN1C(C=C(C=C1)C(F)(F)F)=N2)=O